C(C)(C)(C)OC(NCC1=CC=C(C=C1)NC1=CC=C(C=C1)C(C)(C)CC)=O (4-((4-(tert-amyl)phenyl)amino)benzyl)carbamic acid tert-butyl ester